CC=1C(=NC=CC1B1OC(C(O1)(C)C)(C)C)O 3-Methyl-4-(4,4,5,5-tetramethyl-1,3,2-dioxaborolan-2-yl)pyridin-2-ol